4-(4-(2,4-dioxo-3-((2-(trimethylsilyl)ethoxy)methyl)tetrahydropyrimidin-1(2H)-yl)-1H-indol-1-yl)-3-fluoropiperidine-1-carboxylate O=C1N(CCC(N1COCC[Si](C)(C)C)=O)C1=C2C=CN(C2=CC=C1)C1C(CN(CC1)C(=O)[O-])F